Ethyl (S)-3-(3-(4-Hydroxy-1-methyl-2-oxo-1,2-dihydropyridin-3-yl)ureido)-3-(5-(3-(trifluoromethoxy)phenyl)thiophen-2-yl)propanoat OC1=C(C(N(C=C1)C)=O)NC(N[C@@H](CC(=O)OCC)C=1SC(=CC1)C1=CC(=CC=C1)OC(F)(F)F)=O